O1CC[C@@H](C2=CC=CC=C12)NC(C1=CC(=CC=C1)NC1(CCN(CC1)C)C1=NN=C(N1)C1=CC=NC=C1)=O (S)-N-(chroman-4-yl)-3-((1-methyl-4-(5-(pyridin-4-yl)-4H-1,2,4-triazol-3-yl)piperidin-4-yl)amino)benzamide